C1=CC=C(C=C1)NC(=O)C2=CC=C(C=C2)N 4-amino-N-phenylbenzamide